(3E)-6-bromo-3-hexenyl-benzyloxymethyl ether BrC1=CC=C(C=C1COCOCOCC1=CC(=CC=C1Br)C=CCCCC)C=CCCCC